tert-butyl 4-(4-bromo-2-(tert-butyldimethylsilyl)thiazol-5-yl)piperidine-1-carboxylate BrC=1N=C(SC1C1CCN(CC1)C(=O)OC(C)(C)C)[Si](C)(C)C(C)(C)C